BrC=1C=C2CC(NC2=C(C1)C1=CC=C(C=C1)Cl)=O 5-bromo-7-(4-chlorophenyl)-2,3-dihydro-1H-indol-2-one